tri(hexafluoroisopropyl) borate B(OC(C(F)(F)F)C(F)(F)F)(OC(C(F)(F)F)C(F)(F)F)OC(C(F)(F)F)C(F)(F)F